(5S)-5-methyl-4-oxotetrahydrofuran-3-carboxylic acid methyl ester COC(=O)C1CO[C@H](C1=O)C